(R)-N-(6-(3-(2-ethoxyphenoxy)piperidin-1-yl)pyrazin-2-yl)-4-phenyl-Oxazol-2-amine C(C)OC1=C(O[C@H]2CN(CCC2)C2=CN=CC(=N2)NC=2OC=C(N2)C2=CC=CC=C2)C=CC=C1